[N+](=O)([O-])C1=C(SC=C1)CC(=O)OC methyl 2-(3-nitrothiophen-2-yl)acetate